NC=1C(=CC(=NC1Cl)C1=NC(=NC(=N1)N[C@@H](C(F)(F)F)C)N[C@@H](C(F)(F)F)C)Br 6-(5-amino-4-bromo-6-chloropyridin-2-yl)-N2,N4-bis((R)-1,1,1-trifluoroprop-2-yl)-1,3,5-triazine-2,4-diamine